trans-methyl 4-(Chlorocarbonyl)cyclohexane-carboxylate ClC(=O)[C@@H]1CC[C@H](CC1)C(=O)OC